OC1=C(C=C(C=C1)C1=CC=C(C=C1)NC(CC(=O)NC1=NC(=CC=C1)OC([2H])([2H])[2H])=O)C(=O)O 4-hydroxy-4'-(3-((6-(methoxy-d3)pyridin-2-yl)amino)-3-oxopropanamido)-[1,1'-biphenyl]-3-carboxylic acid